1-[(3-{2-[2-(2-methoxyethoxy)ethoxy]ethoxy}tricyclo[3.3.1.13,7]dec-1-yl)methyl]-1H-pyrazole COCCOCCOCCOC12CC3(CC(CC(C1)C3)C2)CN2N=CC=C2